[Si](C)(C)(C(C)(C)C)O[C@@H](CC(=O)O)CC[C@]([C@H](C=C)OCC1=CC=C(C=C1)OC)(O[Si](CC)(CC)CC)C (3R,6R,7S)-3-((tert-butyldimethylsilyl)oxy)-7-((4-methoxybenzyl)oxy)-6-methyl-6-((triethylsilyl)oxy)non-8-enoic acid